N-(4-(1-(4-(5-methoxypyridin-3-yl)phenyl)-2-oxopyrrolidin-3-yl)thiazol-2-yl)cyclopropanesulfonamide COC=1C=C(C=NC1)C1=CC=C(C=C1)N1C(C(CC1)C=1N=C(SC1)NS(=O)(=O)C1CC1)=O